OCCOCCOC1=C2CCN(C2=CC=C1)C(CNC1=C(C=CC(=C1)C1=NC(=NS1)C=C)C)=O 1-(4-(2-(2-hydroxyethoxy)ethoxy)indolin-1-yl)-2-((2-methyl-5-(3-vinyl-1,2,4-thiadiazol-5-yl)phenyl)amino)ethan-1-one